C(#N)C1=C(N=C(S1)N(N1C(=NC=C1)CC)C)C1=CC=C(C=C1)F 3-((5-cyano-4-(4-fluorophenyl)thiazol-2-yl)(methyl)amino)-2-ethyl-imidazol